C(N)(=O)C=1C(=NC(=C(N1)CC)N(CC)CC)NC=1C=C(OCCCNC([C@H](C)N(C(OC(C)(C)C)=O)C)=O)C=CC1 (S)-tert-butyl (1-((3-(3-((3-carbamoyl-6-(diethylamino)-5-ethylpyrazin-2-yl)amino)phenoxy)propyl)amino)-1-oxopropan-2-yl)(methyl)carbamate